1-(tert-butyl)-3,5-dimethyl-1H-pyrazole-4-carbaldehyde C(C)(C)(C)N1N=C(C(=C1C)C=O)C